OC1=C2C3=C(C(OC2=CC(=C1C(=O)NCC(=O)OC)CCCCC)(C)C)C=CC(=C3)C methyl (1-hydroxy-6,6,9-trimethyl-3-pentyl-6H-benzo[c]chromene-2-carbonyl)glycinate